piperidine-4-yl [1,1-biphenyl]-2-carbamate C=1(C(=CC=CC1)NC(=O)OC1CCNCC1)C1=CC=CC=C1